C1(CC1)CN(C(OC(C)(C)C)=O)C1CN(CC1)C=1N=NC(=CC1)C1=C(C=C(C=C1)C=1C=NN(C1)C1OCCCC1)OCOC tert-butyl N-(cyclopropylmethyl)-N-(1-{6-[2-(methoxymethoxy)-4-[1-(oxan-2-yl)pyrazol-4-yl]phenyl]pyridazin-3-yl}pyrrolidin-3-yl)carbamate